(±)-5-Benzyl-N-(1-oxo-5,6-dihydro-1H,4H-benzo[f][1,2,4]oxadiazolo[4,3-a]azepin-4-yl)-1H-1,2,4-triazole-3-carboxamide C(C1=CC=CC=C1)C1=NC(=NN1)C(=O)N[C@H]1C=2N(C3=C(CC1)C=CC=C3)C(ON2)=O |r|